ethyl 2-(4-nitro-phenyl)-3H-benzimidazole-5-carboxylate [N+](=O)([O-])C1=CC=C(C=C1)C=1NC2=C(N1)C=CC(=C2)C(=O)OCC